C1(=CC=CC=C1)C1=C(C=2NC3=CC=CC=C3C2C=C1)C1=C(C=CC=C1)C1=C(C=CC=2C3=CC=CC=C3NC12)C1=CC=CC=2C3=CC=CC=C3C3=CC=CC=C3C12 (phenylcarbazolyl)[(triphenylenyl)carbazolyl]Benzene